6-allyl 2-(tert-butyl) 8-(5-((3-cyclopentyl-1H-pyrazol-1-yl)methyl)-1,2,4-oxadiazol-3-yl)-2,6-diazaspiro[3.4]octane-2,6-dicarboxylate C1(CCCC1)C1=NN(C=C1)CC1=NC(=NO1)C1CN(CC12CN(C2)C(=O)OC(C)(C)C)C(=O)OCC=C